2,6-Difluoro-3-(6-(3-(methoxymethyl)morpholino)-1-methyl-1H-pyrazolo[4,3-c]pyridin-3-yl)-5-(trifluoromethyl)phenol FC1=C(C(=C(C=C1C1=NN(C2=C1C=NC(=C2)N2C(COCC2)COC)C)C(F)(F)F)F)O